tert-Butyl (3S,4R)-4-(5-bromo-2-fluoropyridin-3-yl)-4-fluoro-3-methylpiperidine-1-carboxylat BrC=1C=C(C(=NC1)F)[C@@]1([C@H](CN(CC1)C(=O)OC(C)(C)C)C)F